OC(C(=O)C=1C=C2C(CC(C2=CC1)(C)C)(C1=CC=C(C=C1)C(C(C)(C)O)=O)C)(C)C 2,3-Dihydro-5-(2-hydroxy-2-methyl-1-oxopropyl)-1,1,3-trimethyl-3-[4-(2-hydroxy-2-methyl-1-oxopropyl)phenyl]-1H-inden